1-((S)-2-(4-cyclopropyl-1H-1,2,3-triazol-1-yl)-3-methylbutanoyl)-4-hydroxypyrrolidine-2-carboxamide C1(CC1)C=1N=NN(C1)[C@H](C(=O)N1C(CC(C1)O)C(=O)N)C(C)C